2,2-dibromo-2-fluoro-1-(3-chlorophenyl)ethane-1-one BrC(C(=O)C1=CC(=CC=C1)Cl)(F)Br